N-(1-cyclopropyl-2-oxo-1,2-dihydropyridin-3-yl)-2-((1R,4S)-1-(fluoromethyl)-2-oxabicyclo[2.2.1]heptan-4-yl)-7-isopropoxyimidazo[1,2-a]pyrimidine-6-carboxamide C1(CC1)N1C(C(=CC=C1)NC(=O)C=1C(=NC=2N(C1)C=C(N2)[C@]21CO[C@](CC2)(C1)CF)OC(C)C)=O